6-hydroxy-3-azabicyclo[3.2.0]Heptane-3-carboxylic acid tert-butyl ester C(C)(C)(C)OC(=O)N1CC2CC(C2C1)O